1,1'',7,7''-Tetramethyldispiro[indoline-3,2'-benzofuran-3',3''-indoline]-2,2''-dione CN1C(C2(OC3=C(C=CC=C3)C23C(N(C2=C(C=CC=C32)C)C)=O)C3=CC=CC(=C13)C)=O